ClCC(=O)N[C@@H]1[C@@H](CN(CC1)C(=O)OCC1=CC=CC=C1)O (cis)-benzyl 4-(2-chloroacetylamino)-3-hydroxypiperidine-1-carboxylate